C1(=CC(=CC=C1)C1(CC1)C=1NC(C=2CN(CCCC2N1)C([C@H](O)C1=CC(=CC=C1)Cl)=O)=O)C1=CC=CC=C1 (R)-2-(1-([1,1'-biphenyl]-3-yl)cyclopropyl)-6-(2-(3-chlorophenyl)-2-hydroxyacetyl)-3,5,6,7,8,9-hexahydro-4H-pyrimido[5,4-c]azepin-4-one